ClC=1C=2N(C(=C(C1)C=NS(=O)C(C)(C)C)N1CC(S(CC1)(=O)=O)C)C=NC2C#N N-((8-chloro-1-cyano-5-(2-methyl-1,1-dioxidothiomorpholino)imidazo[1,5-a]pyridin-6-yl)methylene)-2-methylpropane-2-sulfinamide